NC1=NC(=C(C=2N1N=C(N2)CC2=NC=CC=C2F)C=2C=CC(N(C2)C)=O)C2=CC=C(C=C2)C(F)(F)F 5-(5-amino-2-((3-fluoropyridin-2-yl)methyl)-7-(4-(trifluoromethyl)phenyl)-[1,2,4]triazolo[1,5-c]pyrimidin-8-yl)-1-methylpyridin-2(1H)-one